3-((4-ethylphenyl)sulfonyl)-N-(4-fluorophenyl)-6-methoxyquinolin-4-amine C(C)C1=CC=C(C=C1)S(=O)(=O)C=1C=NC2=CC=C(C=C2C1NC1=CC=C(C=C1)F)OC